ClC1=C(C=CC=C1OC)C1=CC(=CN1)S(=O)(=O)NC1=C(C=C(C=C1)C#N)F 5-(2-chloro-3-methoxy-phenyl)-N-(4-cyano-2-fluoro-phenyl)-1H-pyrrole-3-sulfonamide